C1(CCCCC1)CCCN1CC2=C(C(=C(C=C2CC1)O)N1CC(NS1(=O)=O)=O)F 5-[2-(3-cyclohexylpropyl)-8-fluoro-6-hydroxy-1,2,3,4-tetrahydroisoquinolin-7-yl]-1λ6,2,5-thiadiazolidine-1,1,3-trione